CNC(NCC1N(CCC1)C(=O)OC(C)(C)C)=O tert-butyl 2-((3-methylureido)methyl)pyrrolidine-1-carboxylate